NCCC(=O)N1C(CN(CC1(C)C)C(=O)C=1N=NC(=CC1)C1=C(C=C(C=C1)C=1C=NNC1)O)(C)C 3-amino-1-(4-(6-(2-hydroxy-4-(1H-pyrazol-4-yl)phenyl)pyridazine-3-carbonyl)-2,2,6,6-tetramethylpiperazin-1-yl)propan-1-one